4-(2-cyano-3-fluoro-phenyl)sulfanyl-6-[5-methyl-1-(4-piperidyl)pyrazol-4-yl]pyrazolo[1,5-a]pyridine-3-carbonitrile C(#N)C1=C(C=CC=C1F)SC=1C=2N(C=C(C1)C=1C=NN(C1C)C1CCNCC1)N=CC2C#N